BrC1=C(C(=CC=C1)O)C=CC(=O)[O-] 3-(2-bromo-6-hydroxy-phenyl)prop-2-enoate